FC1(CC12CC1(CCCN1C2)CO)F ((cis)-2,2-difluorodihydro-1'H,3'H-spiro[cyclopropan-1,2'-pyrrolizin]-7a'(5'H)-yl)methanol